tert-butyl (E)-(2-(2-(4-((2-(2,6-dioxopiperidin-3-yl)-1,3-dioxoisoindolin-5-yl)diazenyl)-2,6-dimethoxyphenoxy)acetamido)ethyl)carbamate O=C1NC(CCC1N1C(C2=CC=C(C=C2C1=O)/N=N/C1=CC(=C(OCC(=O)NCCNC(OC(C)(C)C)=O)C(=C1)OC)OC)=O)=O